5-(2-((5,6-difluoro-2,3-dihydro-1H-indene-2-yl)amino)pyrimidin-5-yl)-1,3,4-oxadiazol-2(3H)-one FC=1C=C2CC(CC2=CC1F)NC1=NC=C(C=N1)C1=NNC(O1)=O